triphosphoric triamide P(=O)(N)(N)OP(=O)(N)OP(=O)(O)O